ClC=1SC(=CN1)CN1C=CC=C2C1=NC(N(C2=O)C=2C=NN(C2)C)=O 8-((2-chlorothiazol-5-yl)methyl)-3-(1-methyl-1H-pyrazol-4-yl)pyrido[2,3-d]pyrimidine-2,4(3H,8H)-dione